5-bromo-8,9-dihydropyrido[3,2-b]indolizin-6(7H)-one BrC=1C2=C(N3CCCC(C13)=O)N=CC=C2